2-ethyl-5-(propan-2-yl)furan-3-amine hydrochloride Cl.C(C)C=1OC(=CC1N)C(C)C